[N+](=O)([O-])C=1C=C2C=C(NC2=CC1)C(=O)O L-5-nitroindole-2-formic acid